N-((2R,3S)-1-(2-(hydroxymethyl)pyridin-4-yl)-2-((((CIS)-4-phenylcyclohexyl)oxy)methyl)-pyrrolidin-3-yl)methanesulfonamide OCC1=NC=CC(=C1)N1[C@H]([C@H](CC1)NS(=O)(=O)C)CO[C@@H]1CC[C@@H](CC1)C1=CC=CC=C1